C(#N)C=1C=C(C=CC1)C=1N=C(SC1C1=CC(=NC(=C1)C)C)NC(=O)N1CC(NCC1)(C)C N-[4-(3-Cyanophenyl)-5-(2,6-dimethyl-4-pyridyl)thiazol-2-yl]-3,3-dimethyl-piperazine-1-carboxamide